N-(2-(Dimethylamino)ethyl)-4-(4-((7-ethyl-6-oxo-5,6-dihydro-1,5-naphthyridin-3-yl)methanyl)piperazin-1-yl)-2-fluorobenzamide CN(CCNC(C1=C(C=C(C=C1)N1CCN(CC1)CC=1C=NC=2C=C(C(NC2C1)=O)CC)F)=O)C